CC1=NC(=NC(=C1C(=O)OCC)C=C)SC ethyl 4-methyl-2-methylsulfanyl-6-vinyl-5-pyrimidinecarboxylate